BrC1=C(NC2=CC=C(C=C2)Cl)C=CC(=C1)Cl 2-bromo-4-chloro-(4-chlorophenyl)aniline